3-(1-(2-((tert-butoxycarbonyl)(methyl)amino) ethyl)-1H-pyrazol-4-yl)quinolin-6-yl trifluoromethanesulfonate FC(S(=O)(=O)OC=1C=C2C=C(C=NC2=CC1)C=1C=NN(C1)CCN(C)C(=O)OC(C)(C)C)(F)F